6-fluoro-1,4-dimethylquinolin-2(1H)-one FC=1C=C2C(=CC(N(C2=CC1)C)=O)C